4-(4,4,5,5-tetramethyl-1,3,2-dioxaborolane-2-yl)-1,2,3,6-tetrahydropyridine-1-carboxylic acid benzyl ester C(C1=CC=CC=C1)OC(=O)N1CCC(=CC1)B1OC(C(O1)(C)C)(C)C